tert-Butyl (3-cyano-7-fluoro-4-(5-fluoro-3-((3S)-3-(methyl(tetrahydrofuran-3-yl)amino)pyrrolidin-1-yl)-7,9-dihydrofuro[3,4-f]quinazolin-6-yl)thieno[3,2-c]pyridin-2-yl)carbamate C(#N)C1=C(SC2=C1C(=NC=C2F)C=2C1=C(C=3C=NC(=NC3C2F)N2C[C@H](CC2)N(C2COCC2)C)COC1)NC(OC(C)(C)C)=O